O.C(C(O)C)(=O)O.CCOC=1C=CC2=C(C3=CC=C(C=C3N=C2C1)N)N 3-2-ethoxy-6,9-diaminoacridine monolactate monohydrate